3-oxotetrahydrofuran O=C1COCC1